1-vinyl-3-methylimidazole p-toluenesulfonate salt CC1=CC=C(C=C1)S(=O)(=O)O.C(=C)N1CN(C=C1)C